1-[2-fluoro-4-(1H-pyrazole-1-yl)phenyl]-5-methoxy-3-(1-phenyl-1H-pyrazole-5-yl)pyridazin FC1=C(C=CC(=C1)N1N=CC=C1)N1NC(=CC(=C1)OC)C1=CC=NN1C1=CC=CC=C1